(1R,1'R)-1,1'-([1,1'-biphenyl]-4,4'-diyl)bis(2-methylpropan-ol) C1(=CC=C(C=C1)[C@@H](C(C)C)O)C1=CC=C(C=C1)[C@@H](C(C)C)O